CC=1C=C(N)C=CC1OC1=CC=NC=C1 3-methyl-4-(pyridin-4-yloxy)aniline